2-(2-bromo-6-fluorophenoxy)ethan-1-ol BrC1=C(OCCO)C(=CC=C1)F